NC1=NC=2C=CC(=CC2C2=C1COC2)C(=O)N(CC=2N=NC(=CC2)N2CCOCC2)[C@H](COC)C2CC2 4-amino-N-((1S)-1-cyclopropyl-2-methoxyethyl)-N-((6-(4-morpholinyl)-3-pyridazinyl)methyl)-1,3-dihydrofuro[3,4-c]quinoline-8-carboxamide